1-(7-(2-methyl-6-(morpholine-4-carbonyl)quinolin-5-yl)-3,4-dihydroisoquinolin-2(1H)-yl)ethan-1-one CC1=NC2=CC=C(C(=C2C=C1)C1=CC=C2CCN(CC2=C1)C(C)=O)C(=O)N1CCOCC1